4-((2-(o-tolyl)quinolin-4-yl)thio)butyl 2-oxo-2H-chromene-3-carboxylate O=C1OC2=CC=CC=C2C=C1C(=O)OCCCCSC1=CC(=NC2=CC=CC=C12)C1=C(C=CC=C1)C